FC=1C=CC(=C(C1)C1(CC1)/C(/N)=N/OC(=O)C1=NN(C=C1)C1=CC=CC=C1)C (Z)-1-(5-fluoro-2-methylphenyl)-N'-((1-phenyl-1H-pyrazole-3-carbonyl)oxy)cyclopropane-1-carboximidamide